6-ethyl-2,4-diaminopyrimidine C(C)C1=CC(=NC(=N1)N)N